C(C=C)(=O)OC1=C(C=C(C=C1C(C)(C)C)C(C)(C)C)C(C)C1=C(C(=CC(=C1)C(C)(C)C)C(C)(C)C)O 2-[1-(2-hydroxy-3,5-ditert-butylphenyl)-ethyl]-4,6-ditert-butylphenyl acrylate